FC(C(C#CC=1C(=C(C=CC1)N(C1=NC=2N(C3=CC=CC(=C13)F)C(=NN2)C)CC(F)F)F)(C)C)F N-[3-(4,4-difluoro-3,3-dimethyl-but-1-ynyl)-2-fluoro-phenyl]-N-(2,2-difluoroethyl)-6-fluoro-1-methyl-[1,2,4]triazolo[4,3-a]quinazolin-5-amine